3,7-bis(diethylamino)-10-benzoylphenoxazine C(C)N(C=1C=CC=2N(C3=CC=C(C=C3OC2C1)N(CC)CC)C(C1=CC=CC=C1)=O)CC